5-bromo-1,2-difluoro-3-methylbenzene BrC=1C=C(C(=C(C1)F)F)C